[Cu]=O.[Ca].[Ba].[Tl] thallium Barium Calcium Copper Oxide